N-methyl-pyridinium iodide [I-].C[N+]1=CC=CC=C1